5-(4,4,5,5-tetramethyl-1,3,2-dioxaborolan-2-yl)-8-(trifluoromethyl)quinoline CC1(OB(OC1(C)C)C1=C2C=CC=NC2=C(C=C1)C(F)(F)F)C